(2S)-N-[(1S)-2-amino-2-oxo-1-[[(3S)-2-oxopyrrolidin-3-yl]methyl]ethyl]-1-[(2S)-3,3-dimethyl-2-[(2,2,2-trifluoroacetyl)amino]butanoyl]pyrrolidine-2-carboxamide NC([C@H](C[C@H]1C(NCC1)=O)NC(=O)[C@H]1N(CCC1)C([C@H](C(C)(C)C)NC(C(F)(F)F)=O)=O)=O